C(#C)C1CCN(CC1)CC1CCN(CC1)C(=O)OC(C)(C)C tert-butyl 4-[(4-ethynyl-1-piperidyl) methyl]piperidine-1-carboxylate